2-benzyl-2-azaspiro[3.3]heptan-6-yl (2R)-4-[5-(ethanesulfonyl)-pyrimidin-2-yl]-2-methylpiperazine-1-carboxylate C(C)S(=O)(=O)C=1C=NC(=NC1)N1C[C@H](N(CC1)C(=O)OC1CC2(CN(C2)CC2=CC=CC=C2)C1)C